[Zr].[Cu] Copper-zirconium